1-[5-(trifluoromethyl)pyridin-2-yl]piperidine-4-carboxamide FC(C=1C=CC(=NC1)N1CCC(CC1)C(=O)N)(F)F